(2Z,3E)-2'-oxo-3-((3-(piperazin-1-yl)propoxy)imino)-[2,3'-biindolinylidene]-5'-carbonitrile O=C\1NC2=CC=C(C=C2/C1=C\1/NC2=CC=CC=C2/C1=N\OCCCN1CCNCC1)C#N